1-(9-Methyl-9,15-diazatetracyclo[10.2.1.02,10.03,8]pentadeca-2(10),3(8),4,6-tetraen-6-yl)-4-[6-(trifluoromethyl)pyridin-3-yl]pyridin-2-one CN1C=2C=C(C=CC2C=2C3CCC(CC12)N3)N3C(C=C(C=C3)C=3C=NC(=CC3)C(F)(F)F)=O